N-(1-cyclopropyl-3-(3,3-difluoro-cyclobutyl)-4-methyl-1H-pyrazol-5-yl)-2-(3,3-difluorocyclobutyl)-acetamide C1(CC1)N1N=C(C(=C1NC(CC1CC(C1)(F)F)=O)C)C1CC(C1)(F)F